OC(CN1CN=CN=C1)C(F)(F)F 1-[[hydroxy][[trifluoromethyl]ethyl]]-1,3,5-triazine